C(CC)[Si](C)(C)C propyltrimethylsilane